COC1=CC=C(C=N1)NC(=O)C1CC1 N-(6-Methoxy-3-pyridinyl)-cyclopropancarboxamid